1,3-Dimethyltrisulfane CSSSC